Cl.Cl.N[C@@H]1CN(C[C@@H](C1)C)C1=C(C=NC(=C1)NC)NC(=O)C=1C(=C(C(=CC1)F)C1=C(C=CC=C1F)F)F N-(4-((3S,5R)-3-amino-5-methylpiperidin-1-yl)-6-(methylamino)pyridin-3-yl)-2,2',6,6'-Tetrafluoro-[1,1'-biphenyl]-3-carboxamide dihydrochloride